N-[1-[2-[4-(3-cyanopropyl)piperazin-1-yl]-2-oxo-ethyl]-3-[2-(difluoromethoxy)-5-methylsulfanyl-phenyl]pyrazol-4-yl]pyrazolo[1,5-a]pyrimidine-3-carboxamide C(#N)CCCN1CCN(CC1)C(CN1N=C(C(=C1)NC(=O)C=1C=NN2C1N=CC=C2)C2=C(C=CC(=C2)SC)OC(F)F)=O